FC1=CC=C2C(=NC(=NC2=C1)CO)C (7-Fluoro-4-methylquinazolin-2-yl)methanol